C(C)(C)C=C(C(=O)O)C.C(C=C)(=O)OC(C)C Isopropyl acrylate (Isopropyl Methacrylate)